C(CC)C1C(CCCC1)OC(CO)CO 2-(2-propylcyclohexyloxy)-1,3-propanediol